N-(4-chlorobenzyl)hydroxylamine ClC1=CC=C(CNO)C=C1